C(C#CCCCC)OC(CCCCCCC)=O octanoic acid hept-2-yn-1-yl ester